(1R,3S,5R)-2-(2-(4-amino-6-methoxy-9H-pyrimido[4,5-b]indol-9-yl)acetyl)-N-(6-bromo-3-methylpyridin-2-yl)-5-methyl-2-azabicyclo[3.1.0]hexane-3-carboxamide NC1=NC=NC=2N(C3=CC=C(C=C3C21)OC)CC(=O)N2[C@@H]1C[C@@]1(C[C@H]2C(=O)NC2=NC(=CC=C2C)Br)C